C1(=CC=CC=C1)C1=C(C(=C(C=C1)C1=C(C=CC=2SC3=C(C21)C=CC=C3)C=3C2(C1=CC4=CC=CC=C4C1=CC3)C=CC=C3C1=CC=CC=C1C=C32)C3=NN=NC=C3)C3=CC=CC=C3 diphenyltriazinyl[(spirobi[fluoren]yl)dibenzothiophenyl]Benzene